Triazolo[1,5-a][1,3,5]triazine-5,7-diamine N1=NC=C2N1C(=NC(=N2)N)N